tert-butyl (S)-4-(6-cyano-7-(2-fluoro-5-(methoxycarbonyl) phenyl)-1-(2-isopropyl-4-methylpyridin-3-yl)-2-oxo-1,2-dihydropyrido[2,3-d]pyrimidin-4-yl)-3-methylpiperazine-1-carboxylate C(#N)C1=CC2=C(N(C(N=C2N2[C@H](CN(CC2)C(=O)OC(C)(C)C)C)=O)C=2C(=NC=CC2C)C(C)C)N=C1C1=C(C=CC(=C1)C(=O)OC)F